calcium compound with water O.[Ca]